ClC=1C(=C(C(=C(C(=O)N)C1F)C1=CC=CC2=C1[C@@H]([C@](O2)(C=2C=NC=CC2)CNC2CCC(CC2)(C)O)C)F)OC (2s,3s,4r)-5-chloro-6-fluoro-2-(((((trans)-4-hydroxy-4-methylcyclohexyl)amino)methyl)-3-methyl-2-(pyridin-3-yl)-2,3-dihydrobenzofuran-4-yl)-3-fluoro-4-methoxybenzamide